4-((5-oxo-2-phenyloxazol-4(5H)-ylidene)methyl)phenyl furan-2-carboxylate O1C(=CC=C1)C(=O)OC1=CC=C(C=C1)C=C1N=C(OC1=O)C1=CC=CC=C1